L-cysteinyl-L-valine N[C@@H](CS)C(=O)N[C@@H](C(C)C)C(=O)O